3,4-dihexyl-1H-pyrrole C(CCCCC)C1=CNC=C1CCCCCC